C(C)C=1C(NC2=CC(=CC=C2C1)C(C)N1CCN(CC1)C(=O)OC(C)(C)C)=O tert-Butyl 4-(1-(3-ethyl-2-oxo-1,2-dihydroquinolin-7-yl)ethyl)piperazine-1-carboxylate